CC=1C=CC2=C(SCC(N2CC(=O)NN)=O)C1 2-(7-methyl-3-oxo-2H-benzo[b][1,4]thiazin-4(3H)-yl)acetohydrazide